FC1=CC2=C(C(=C3C=NN(C3=C2)C2OCCCC2)B(O)O)C(=C1)C#C[Si](C(C)C)(C(C)C)C(C)C (7-fluoro-1-(tetrahydro-2H-pyran-2-yl)-5-((triisopropylsilyl)ethynyl)-1H-benzo[f]indazol-4-yl)boronic acid